COC1=CC=C(CN(S(=O)(=O)C)[C@@H]2[C@@H](N([C@@H](C2)C)C(=O)OCCCl)CO[Si](CC)(CC)CC)C=C1 2-chloroethyl (2R,3S,5R)-3-(N-(4-methoxybenzyl)methylsulfonamido)-5-methyl-2-(((triethylsilyl)oxy)methyl)pyrrolidine-1-carboxylate